[C@H]1(OCCC2=CC=CC=C12)[C@@H]1NCC1 (R)-2-((R)-isochroman-1-yl)azetidine